N,N'-bis(3-methylphenyl)-N,N'-diphenyl-1,1'-biphenyl-4,4'-diamine CC=1C=C(C=CC1)N(C1=CC=C(C=C1)C1=CC=C(C=C1)N(C1=CC=CC=C1)C1=CC(=CC=C1)C)C1=CC=CC=C1